4-hydroxyphenyl(α-naphthylmethyl)methylsulfonium tetrakis(pentafluorophenyl)borate FC1=C(C(=C(C(=C1[B-](C1=C(C(=C(C(=C1F)F)F)F)F)(C1=C(C(=C(C(=C1F)F)F)F)F)C1=C(C(=C(C(=C1F)F)F)F)F)F)F)F)F.OC1=CC=C(C=C1)[S+](C)CC1=CC=CC2=CC=CC=C12